2-chloro-5-fluoro-7-(1-methylcyclopentyl)imidazo[4,3-f][1,2,4]triazine ClC1=NN2C(C=N1)=C(N=C2C2(CCCC2)C)F